[1-[4-[[(3R)-1-acetyl-pyrrolidin-3-yl]amino]-5-oxido-6,7-dihydro-thieno[3,2-d]pyrimidin-5-ium-2-yl]azetidin-3-yl] tetrahydropyran-4-carboxylate O1CCC(CC1)C(=O)OC1CN(C1)C=1N=C(C2=C(N1)CC[S+]2[O-])N[C@H]2CN(CC2)C(C)=O